(2S)-2-(tert-butoxycarbonylamino)-4-(1-methyl-5-nitro-benzimidazol-2-yl)butanoate C(C)(C)(C)OC(=O)N[C@H](C(=O)[O-])CCC1=NC2=C(N1C)C=CC(=C2)[N+](=O)[O-]